[O-2].[Ti+4].[Mn+2].[Ni+2].[Na+] sodium nickel manganese titanium oxide